BrC1=NO[C@H](C1)C1CCN(CC1)C(C(=O)N)C1=CC=C(C=C1)C(F)(F)F 2-[4-[(5R)-3-Bromo-4,5-dihydroisoxazol-5-yl]-1-piperidyl]-2-[4-(trifluoromethyl)phenyl]acetamide